CC=1C(=NC=C(C1)C)C1=CC=C(C(=O)NCC(=O)N2CC3(OCCO3)C[C@H]2C(=O)OC)C=C1 methyl (S)-7-((4-(3,5-dimethylpyridin-2-yl)benzoyl)glycyl)-1,4-dioxa-7-azaspiro[4.4]nonane-8-carboxylate